FC1(CC2(C1)CC(N(CC2)CC2=C1C=CNC1=C(C=C2OC)C)C=2C=NC(=C(C2)F)OCC2COC2)F 2,2-difluoro-6-(5-fluoro-6-(oxetan-3-ylmethoxy)pyridin-3-yl)-7-((5-methoxy-7-methyl-1H-indol-4-yl)methyl)-7-azaspiro[3.5]nonane